tert-butyl 6-(5-methyl-3-(trifluoromethyl)-1H-pyrazol-1-yl)quinoline-4-carboxylate CC1=CC(=NN1C=1C=C2C(=CC=NC2=CC1)C(=O)OC(C)(C)C)C(F)(F)F